O=S1(OC[C@@H](N1C(=O)OC(C)(C)C)C(=O)[O-])=O tert-butyl (4R)-2,2-dioxooxathiazolidine-3,4-dicarboxylate